di-Ethylhexylamine C(C)N(CCCCCC)CC